N[C@@H]1[C@@H](OCC12CCN(CC2)C=2C=CC=NC2)C 5-((3S,4S)-4-amino-3-methyl-2-oxa-8-azaspiro[4.5]dec-8-yl)pyridine